NC1=CC=C(C=C1)C1(C(C(=O)C2=CC=CC=C2)C=CC=C1)CCC 2-(4-aminophenyl)-2-propyl-benzophenone